6-bromo-N-[(1R)-1-{3-[1,1-difluoro-2-(methylamino)ethyl]-2-fluorophenyl}ethyl]-2-methylpyrido[3,4-d]pyrimidin-4-amine BrC1=CC2=C(N=C(N=C2N[C@H](C)C2=C(C(=CC=C2)C(CNC)(F)F)F)C)C=N1